o-hydroxy-para-aminobenzoic acid methyl ester COC(C1=C(C=C(C=C1)N)O)=O